OCC[NH3+] 2-hydroxy-ethylammonium